P(=O)(OCC1=C(C=C(C=C1)NC(CCCNC(C[C@H]1C=2N(C3=C(C(=N1)C1=CC=C(C=C1)Cl)C(=C(S3)C)C)C(=NN2)C)=O)=O)C#CCN)(OC(C)(C)C)OC(C)(C)C (S)-2-(3-aminoprop-1-yn-1-yl)-4-(4-(2-(4-(4-chlorophenyl)-2,3,9-trimethyl-6H-thieno[3,2-f][1,2,4]triazolo[4,3-a][1,4]diazepin-6-yl)acetamido)butanamido)benzyl di-tert-butyl phosphate